C(C)(=O)N1CC2N(C3=C(C=C(C=C3C2CC1)C(=O)NC1=CC=C(C=C1)OC(F)(F)Cl)C1=CC=NN1)C(C)C 2-acetyl-N-(4-(chlorodifluoromethoxy)phenyl)-9-isopropyl-8-(1H-pyrazol-5-yl)-2,3,4,4a,9,9a-hexahydro-1H-pyrido[3,4-b]indole-6-carboxamide